C(C)(C)C1=C(NC2=CC=C(C=C12)C1CCN(CC1)CC(=O)N(C)C)C1=CC=2N(C(=C1)OC)C=C(N2)C 2-(4-(3-isopropyl-2-(5-methoxy-2-methylimidazo[1,2-a]pyridin-7-yl)-1H-indol-5-yl)piperidin-1-yl)-N,N-dimethylacetamide